NC1=NC=NN2C1=NC=C2C=2C=C(C=CC2C)S(=O)(=O)N[C@@H]2CO[C@H](CC2)CO 3-(4-Aminoimidazo[2,1-f][1,2,4]triazin-7-yl)-N-[(3S,6R)-6-(hydroxymethyl)tetrahydro-2H-pyran-3-yl]-4-methylbenzenesulfonamide